ClC1=C(C=CC=C1)C1N(CC(C1)OC)C1=CC(=C(C(=O)O)C=C1)F 4-(2-(2-Chlorophenyl)-4-methoxypyrrolidin-1-yl)-2-fluorobenzoic acid